CCC(CC)N(CCN(CCN(CCN(C)C(CC)CC)C)C)C N,N'''-di(3-pentyl)-N,N',N'',N'''-tetramethyl(triethylenetetraamine)